C(C)(=O)OCCC=1C=C(C(=C(C(=O)OC)C1)O)[N+](=O)[O-] Methyl 5-(2-acetoxyethyl)-2-hydroxy-3-nitrobenzoate